di-n-butyl (3-methylbutylidene)malonate CC(CC=C(C(=O)OCCCC)C(=O)OCCCC)C